2,2,7-trifluoro-6-(2,3,5,6-tetrafluorophenyl)-4H-1,4-benzoxazin-3-one FC1(OC2=C(NC1=O)C=C(C(=C2)F)C2=C(C(=CC(=C2F)F)F)F)F